ClC=1C=C(C=C(C1)Cl)C1=NC(=CC(=C1)CN1CCC(CC1)CNC(OC(C)(C)C)=O)OC=1C=NC(=CC1)N1CCN(CC1)C(=O)C1(CC1)CO tert-butyl ((1-((2-(3,5-dichlorophenyl)-6-((6-(4-(1-(hydroxymethyl)cyclopropanecarbonyl)piperazin-1-yl)pyridin-3-yl)oxy)pyridin-4-yl)methyl)piperidin-4-yl)methyl)carbamate